(Z)-1-chloro-N,N-diethyl-3,3-difluoro-5-((4-methoxybenzyl)oxy)pent-1-en-1-amine oxide Cl\C(=C/C(CCOCC1=CC=C(C=C1)OC)(F)F)\[N+](CC)(CC)[O-]